FC=1C=C(C=C(C1)F)C(C)(O)[2H] (3,5-difluorophenyl)ethan-1-d-1-ol